(R)-4,5-dihydro-1'H,3H-spiro[furan-2,2'-naphthalene]-1'-one C1([C@@]2(C=CC3=CC=CC=C13)OCCC2)=O